1-{4-Chloro-6-[(1S)-1-[(2S,4R)-4-fluoro-1-methylpyrrolidin-2-yl]ethoxy]pyrimidin-2-yl}-4-(2,6-difluorophenyl)-2,4-dimethylpentane-1,3-dione ClC1=NC(=NC(=C1)O[C@@H](C)[C@H]1N(C[C@@H](C1)F)C)C(C(C(C(C)(C)C1=C(C=CC=C1F)F)=O)C)=O